ethyl 7-(1-(tert-butoxycarbonyl)-1,2,3,6-tetrahydropyridin-4-yl)-1H-pyrrolo[2,3-c]pyridine-2-carboxylate C(C)(C)(C)OC(=O)N1CCC(=CC1)C=1N=CC=C2C1NC(=C2)C(=O)OCC